1-naphthyl-Methyl-Benzophenone C1(=CC=CC2=CC=CC=C12)C=1C(=C(C(=O)C2=CC=CC=C2)C=CC1)C